ClC1=C(C(=CC=C1)F)C1=NC(=NC2=C1C(NC=1N2CCN1)=O)NC1=CC=C(C=C1)N1CCN(CC1)C (2-chloro-6-fluorophenyl)-2-((4-(4-methylpiperazin-1-yl)phenyl)amino)-8,9-dihydroimidazo[1,2-a]pyrimido[5,4-e]pyrimidin-5(6H)-one